tert-butyl 3-(6-chloro-2'-(methylcarbamoyl)-[2,4'-bipyridin]-4-yl)morpholine-4-carboxylate ClC1=CC(=CC(=N1)C1=CC(=NC=C1)C(NC)=O)C1N(CCOC1)C(=O)OC(C)(C)C